cis-triisopropyl-((2-phenyltetrahydro-4H-cyclopenta[d][1,3]dioxol-5-yl)oxy)silane C(C)(C)[Si](OC1CC2C(OC(O2)C2=CC=CC=C2)C1)(C(C)C)C(C)C